Cl.COC=1C=C2C(=NC=NC2=CC1OC)N1CCN(CCC1)CCNS(=O)=O N-(2-(4-(6,7-dimethoxyquinazolin-4-yl)-1,4-diazepan-1-yl)ethyl)sulfonamide hydrochloride